OCC1(CCCC1)O 1-(hydroxymethyl)cyclopentan-1-ol